6-cyclopropyl-1-(3-methoxy-3-methylbutyl)-1H-pyrazolo[3,4-b]pyrazin-3-amine Tert-butyl-[6-cyclopropyl-1-(3-methoxy-3-methylbutyl)-1H-pyrazolo[3,4-b]pyrazin-3-yl]carbamate C(C)(C)(C)N(C(O)=O)C1=NN(C2=NC(=CN=C21)C2CC2)CCC(C)(C)OC.C2(CC2)C2=CN=C1C(=N2)N(N=C1N)CCC(C)(C)OC